CC1(C(C(COC1)O)NC)O 5-methyl-4-(methylamino)tetrahydro-2H-pyran-3,5-diol